hexyl-1H-pyrazole-4,5-diamine hemisulfate S(=O)(=O)(O)O.C(CCCCC)N1N=CC(=C1N)N.C(CCCCC)N1N=CC(=C1N)N